2-amino-3-(6-oxo-1,6-dihydropyrimidin-5-yl)propanoic acid NC(C(=O)O)CC1=CN=CNC1=O